OCCOCCNC(=O)C(CC)(CC)NC(OCC1C2=CC=CC=C2C=2C=CC=CC12)=O (9H-fluoren-9-yl)methyl (3-((2-(2-hydroxyethoxy)ethyl)carbamoyl)pentan-3-yl)carbamate